C(CCCCCCCCCCC)SC(CCOC)CCC dodecyl(1-methoxyhexan-3-yl)sulfane